nickel tetrathiolate S1SSSC1C(=O)[O-].[Ni+2].S1SSSC1C(=O)[O-]